NC=1C(=CC=2N(C1)C(=NN2)CC(=O)N2CCCCC2)C 1-(2-(6-amino-7-methyl-[1,2,4]triazolo[4,3-a]pyridin-3-yl)acetyl)piperidine